C[Si](S(=O)(=O)C(F)(F)F)(C)C trimethyl-((trifluoromethyl)sulfonyl)silane